C(N)(=N)C=1C=C(SC1)CNC(=O)[C@H]1N([C@H]2C[C@]2(C1)C)C(CNC[C@@H]([C@@H]([C@H]([C@H](C)O)O)O)O)=O (1S,3S,5S)-N-((4-carbamimidoylthiophen-2-yl)methyl)-5-methyl-2-(((2S,3S,4S,5S)-2,3,4,5-tetrahydroxyhexyl)glycyl)-2-azabicyclo[3.1.0]hexane-3-carboxamide